L-tartrate disodium salt [Na+].[Na+].C(=O)([O-])[C@H](O)[C@@H](O)C(=O)[O-]